CC/C=C\\C/C=C\\C/C=C\\C/C=C\\C/C=C\\CCCCCCCCCCCCCCCCCC(=O)CC(=O)SCCNC(=O)CCNC(=O)[C@@H](C(C)(C)COP(=O)([O-])OP(=O)([O-])OC[C@@H]1[C@H]([C@H]([C@@H](O1)N2C=NC3=C(N=CN=C32)N)O)OP(=O)([O-])[O-])O The molecule is a 3-oxo-fatty acyl-CoA(4-) obtained by deprotonation of the phosphate and diphosphate OH groups of (21Z,24Z,27Z,30Z,33Z)-3-oxohexatriacontapentaenoyl-CoA. It is a 3-oxo-fatty acyl-CoA(4-), an 11,12-saturated fatty acyl-CoA(4-) and an ultra-long-chain 3-oxoacyl-CoA(4-). It is a conjugate base of a (21Z,24Z,27Z,30Z,33Z)-3-oxohexatriacontapentaenoyl-CoA.